CN1N=C(C=C1)C(C)=O 1-(1-Methyl-1H-pyrazol-3-yl)ethan-1-on